4-((6-cyano-2H-indazol-2-yl)methyl)-5-methoxy-7-methyl-1H-indole-3-carboxylic acid C(#N)C=1C=CC2=CN(N=C2C1)CC1=C2C(=CNC2=C(C=C1OC)C)C(=O)O